(RS)-N-[2-(1,3-dimethylbutyl)-3-thiophenyl]-1-methyl-3-(trifluoromethyl)-1H-pyrazole-4-carboxamide C[C@H](CC(C)C)C=1SC=CC1NC(=O)C=1C(=NN(C1)C)C(F)(F)F |r|